N-(5-(3,5-difluorobenzyl)-1H-indazol-3-yl)-4-(4-((4-(2,4-dioxotetrahydropyrimidin-1(2H)-yl)-2-fluorobenzyl)(methyl)amino)piperidin-1-yl)-2-((tetrahydro-2H-pyran-4-yl)amino)benzamide FC=1C=C(CC=2C=C3C(=NNC3=CC2)NC(C2=C(C=C(C=C2)N2CCC(CC2)N(C)CC2=C(C=C(C=C2)N2C(NC(CC2)=O)=O)F)NC2CCOCC2)=O)C=C(C1)F